OC(C(=O)N)C 2-hydroxypropanamide